C(CCCCCCC\C=C/CCCCCCCC)(=O)OC1=CC=C(C=C1)CC(=O)OCCC1CCN(CC1)CC(=O)N1CCN(CC1)C(CN1CCC(CC1)CCOC(CC1=CC=C(C=C1)OC(CCCCCCC\C=C/CCCCCCCC)=O)=O)=O (((((piperazine-1,4-diylbis(2-oxoethane-2,1-diyl))bis(piperidine-1,4-diyl))bis(ethane-2,1-diyl))bis(oxy))bis(2-oxoethane-2,1-diyl))bis(4,1-phenylene) dioleate